7-amino-N-(2-{9-amino-2-oxa-7-azaspiro[4.4]nonan-7-yl}-3-fluoro-5,6,7,8-tetrahydroquinolin-6-yl)-3-methylthieno[2,3-b]pyrazine-6-carboxamide NC1=C(SC2=NC(=CN=C21)C)C(=O)NC2CC=1C=C(C(=NC1CC2)N2CC1(CCOC1)C(C2)N)F